OCCOC1CN(CCC1)C(=O)OC(C)(C)C tert-butyl 3-(2-hydroxyethoxy)piperidine-1-carboxylate